C1(=CC=C(C=C1)N(CCO)CCO)C (p-tolyl)diethanolamine